2-(5-(2-chloro-3,3,3-trifluoroprop-1-en-1-yl)-1-methyl-1H-imidazol-2-yl)-5-cyclopropyl-3-(ethylsulfonyl)pyridine ClC(=CC1=CN=C(N1C)C1=NC=C(C=C1S(=O)(=O)CC)C1CC1)C(F)(F)F